C(=C)C=1C=C2CCNC(C2=CC1)=O 6-vinyl-3,4-dihydroisoquinolin-1(2H)-one